3-(3-Chloro-4-fluorophenyl)-1-(4-methoxyphenyl)-1-((5-methyl-4-phenyl-4H-1,2,4-triazol-3-yl)methyl)urea ClC=1C=C(C=CC1F)NC(N(CC1=NN=C(N1C1=CC=CC=C1)C)C1=CC=C(C=C1)OC)=O